C(CCCC\C=C/C\C=C/C\C=C/CCCCC)(=O)OCCCCCCC(OC(NCCOCCN(C)C)=O)CCCCCCOC(CCCC\C=C/C\C=C/C\C=C/CCCCC)=O 11-(6-{[(6Z,10Z,12Z)-1-oxooctadeca-6,9,12-trienyl] oxy} hexyl)-2-methyl-9-oxo-2,8-diaza-5,10-dioxaheptadecan-17-yl (6Z,10Z,12Z)-octadeca-6,9,12-trienoate